OCCCCCC=O 1-hydroxy-6-hexanal